C(C)OC(=O)C1=CC2=C(N=C(S2)Br)N1C bromo-4-methyl-4H-pyrrolo[2,3-d]Thiazole-5-carboxylic acid ethyl ester